(S)-1-(3-chloro-4-methylphenyl)-3-((5-(2,7-dioxoazepan-3-yl)-4-oxo-5,6-dihydro-4H-thieno[2,3-c]pyrrol-2-yl)methyl)urea ClC=1C=C(C=CC1C)NC(=O)NCC1=CC2=C(CN(C2=O)[C@@H]2C(NC(CCC2)=O)=O)S1